(R)-(4-((2-(1H-pyrazol-4-yl)ethyl)amino)-5,6-dimethylpyrimidin-2-yl)(2-(6-methylpyridin-2-yl)pyrrolidin-1-yl)methanone N1N=CC(=C1)CCNC1=NC(=NC(=C1C)C)C(=O)N1[C@H](CCC1)C1=NC(=CC=C1)C